FC=1C(=NC=CC1)C1=CN=C(S1)NC1=CC2=C(C=N1)N=CN2CCNC(OC(C)(C)C)=O tert-butyl N-[2-[6-[[5-(3-fluoro-2-pyridyl)thiazol-2-yl]amino]imidazo[4,5-c]pyridin-1-yl]ethyl]carbamate